C1OCC12CN(C2)C2COC1(C2)CCN(CC1)S(=O)(=O)C1=C(C=C(C#N)C=C1)Cl 4-((3-(2-oxa-6-azaspiro[3.3]hept-6-yl)-1-oxa-8-azaspiro[4.5]dec-8-yl)sulfonyl)-3-chlorobenzonitrile